C(CCCCC)OCOCCCC(CC(CC(C)[Mg]I)C)C 8-hexyloxymethoxy-1,3,5-trimethyloctylmagnesium iodide